(R)-2-cyclobutoxy-3-fluoro-4-(8-(3-(methoxymethyl)-4-methylpiperazin-1-yl)-7-methyl-5-oxo-2,3,4,5-tetrahydro-1H-chromeno[3,4-c]pyridine-3-carbonyl)benzoic acid C1(CCC1)OC1=C(C(=O)O)C=CC(=C1F)C(=O)N1CC2=C(CC1)C=1C=CC(=C(C1OC2=O)C)N2C[C@@H](N(CC2)C)COC